2-((4-(((3-(diethylamino)propoxy)carbonyl)oxy)hexadecanoyl)oxy)propane-1,3-diyldidodecanoate C(C)N(CCCOC(=O)OC(CCC(=O)OC(CCCCCCCCCCCCC(=O)[O-])CCCCCCCCCCCCC(=O)[O-])CCCCCCCCCCCC)CC